(ethylcyclopentadienyl)(2,7-di-t-butylfluorenyl)zirconium dichloride [Cl-].[Cl-].C(C)C1(C=CC=C1)[Zr+2]C1=C(C=CC=2C3=CC=C(C=C3CC12)C(C)(C)C)C(C)(C)C